4-(Difluoromethyl)-2-(methyl-d3)-5-(4,4,5,5-tetramethyl-1,3,2-dioxaborolan-2-yl)-2H-indazole FC(C=1C2=CN(N=C2C=CC1B1OC(C(O1)(C)C)(C)C)C([2H])([2H])[2H])F